C(C)(C)N1C(=CC2=CC=CC=C12)C1=NNC(=C1)NC(C1=CC=C(C=C1)NC1CCN(CC1)C)=O N-(3-(1-isopropyl-1H-indol-2-yl)-1H-pyrazol-5-yl)-4-((1-methylpiperidin-4-yl)amino)benzamide